C12CN(CC(CC1)O2)C2=CC(=C(N=N2)CN)N2[C@@H](CN(CC2)C)C (6-(8-oxa-3-azabicyclo[3.2.1]oct-3-yl)-4-((R)-2,4-dimethylpiperazin-1-yl)pyridazin-3-yl)methylamine